ClC=1C=CC2=C(N=C(O2)N2CC3(C2)CC(C3)NC(=O)C=3OC(=CC3)S(NC3CC(C3)(F)F)(=O)=O)C1 N-[2-(5-chloro-1,3-benzoxazol-2-yl)-2-azaspiro[3.3]heptan-6-yl]-5-[(3,3-difluorocyclobutyl)sulfamoyl]furan-2-carboxamide